4-(4-(6-Hydroxy-2-azaspiro[3.3]heptan-6-yl)phenyl)-7-(4-(trifluoromethyl)phenyl)-2-naphthoic acid OC1(CC2(CNC2)C1)C1=CC=C(C=C1)C1=CC(=CC2=CC(=CC=C12)C1=CC=C(C=C1)C(F)(F)F)C(=O)O